N(=[N+]=[N-])CCC 1-azido-propane